N1([C@H](CC[C@H]1C(=O)OCC)C(=O)OCC)C(=O)OCC1=CC=CC=C1 cis-1-Benzyl 2,5-diethyl pyrrolidine-1,2,5-tricarboxylate